tert-butyl (R)-2-(4-(3-fluoropyrrolidin-1-yl) phenyl)-4-oxo-6,7-dihydrothiazolo[5,4-c]pyridine-5(4H)-carboxylate F[C@H]1CN(CC1)C1=CC=C(C=C1)C=1SC=2C(N(CCC2N1)C(=O)OC(C)(C)C)=O